L-glutaminyl-L-glycine C(CC(=O)N)[C@@H](C(=O)NCC(=O)O)N